O6-[2-[(6,6-difluorobicyclo[3.1.0]hexane-3-carbonyl)oxymethyl]-2-(hydroxymethyl)-3-[6-[(Z)-non-3-enoxy]-6-oxo-hexanoyl]oxy-propyl] O1-[(Z)-non-3-enyl] hexanedioate C(CCCCC(=O)OCC(COC(CCCCC(=O)OCC\C=C/CCCCC)=O)(CO)COC(=O)C1CC2C(C2C1)(F)F)(=O)OCC\C=C/CCCCC